BrC1=CC2=C(N(C(=N2)NC2=CC=C(C(=O)NO)C=C2)CCN(C)C)C=C1 4-(5-bromo-1-(2-(dimethylamino)ethyl)-1H-benzo[d]imidazol-2-ylamino)-N-hydroxybenzamide